(S)-2-amino-N1,N5-bis((S)-3-(tert-butyl)-1,4-dioxo-1-(1-(pent-4-en-1-yl)-1H-indazol-3-yl)-8,11,14-trioxa-2,5-diazahexadecan-16-yl)glutaramide N[C@H](C(=O)NCCOCCOCCOCCNC([C@@H](NC(C1=NN(C2=CC=CC=C12)CCCC=C)=O)C(C)(C)C)=O)CCC(=O)NCCOCCOCCOCCNC([C@@H](NC(=O)C1=NN(C2=CC=CC=C12)CCCC=C)C(C)(C)C)=O